O6-[2-(4,4-dioctoxybutanoyloxymethyl)-2-(hydroxymethyl)-3-[6-[(Z)-non-3-enoxy]-6-oxo-hexanoyl]oxy-propyl] O1-[(Z)-non-3-enyl] hexanedioate C(CCCCC(=O)OCC(COC(CCCCC(=O)OCC\C=C/CCCCC)=O)(CO)COC(CCC(OCCCCCCCC)OCCCCCCCC)=O)(=O)OCC\C=C/CCCCC